4-chloro-N-(3-{1-ethyl-5-[(methylamino)methyl]-1H-indol-2-yl}prop-2-yn-1-yl)aniline ClC1=CC=C(NCC#CC=2N(C3=CC=C(C=C3C2)CNC)CC)C=C1